ClC1=C(C#N)C=CC=C1[C@H](NC1=NC=CC=C1)C1=CC=C2C=CC=NC2=C1O |r| (±)-2-chloro-3-((8-hydroxyquinolin-7-yl)(pyridin-2-ylamino)methyl)benzonitrile